[Si](C)(C)(C(C)(C)C)O[C@H]1CN(C2(C1)COC(OC2)(C)C)C(=O)C2=CC=C(C=C2)C2=C(C=CC=C2)C (R)-(3-((tert-Butyldimethylsilyl)oxy)-8,8-dimethyl-7,9-dioxa-1-azaspiro[4.5]dec-1-yl)(2'-methyl-[1,1'-biphenyl]-4-yl)methanone